sodium propyl para-hydroxybenzoate OC1=CC=C(C(=O)OCCC)C=C1.[Na]